[Cl-].[Cl-].C(CCC)C1=CC(C=C1)[Zr+2] (3-butylcyclopenta-2,4-dien-1-yl)Zirconium Dichloride